C(C)(=O)C=1C(=NC(=CC1)C=1C=NN2C1C=CC(=C2)OC=2N=NC(=CC2)C)C2=C(C(N(C=C2)CC(F)(F)F)=O)F 4-[3-acetyl-6-[6-(6-methylpyridazin-3-yl)oxypyrazolo[1,5-a]pyridin-3-yl]-2-pyridyl]-3-fluoro-1-(2,2,2-trifluoroethyl)-2-pyridone